C1=CC=CC=2C3=CC=CC=C3C(C12)COC(=O)N[C@H](C(=O)O)CC1=C(N(C2=CC=CC(=C12)OC)C(=O)OC(C)(C)C)C (S)-2-((((9H-fluoren-9-yl)methoxy)carbonyl)amino)-3-(1-(tert-butoxycarbonyl)-4-methoxy-2-methyl-1H-indol-3-yl)propanoic acid